C(C=1C(C(=O)O)=CC(C(=O)[O-])=CC1)(=O)[O-].[Na+].C(C=1C(C(=O)O)=CC(C(=O)O)=CC1)(=O)O.[Li+] lithium trimellitate sodium trimellitate